The molecule is trianion of UDP-N-acetylmuramoyl-L-alanyl-D-alpha-glutamyl-L-lysine. It is an organophosphate oxoanion and a dicarboxylic acid anion. It is a conjugate base of an UDP-N-acetylmuramoyl-L-alanyl-D-alpha-glutamyl-L-lysine. C[C@@H](C(=O)N[C@H](CCC(=O)[O-])C(=O)N[C@@H](CCCC[NH3+])C(=O)[O-])NC(=O)[C@@H](C)O[C@H]1[C@@H]([C@H](OC([C@@H]1NC(=O)C)OP(=O)([O-])OP(=O)([O-])OC[C@@H]2[C@H]([C@H]([C@@H](O2)N3C=CC(=O)NC3=O)O)O)CO)O